3-methyl-1-oxobutan-2-yl carbamate C(N)(OC(C=O)C(C)C)=O